(E)-3-amino-6-(3,5-dimethyl-4-(4-methylpiperazin-1-yl)phenyl)-N-(2-(3-hydroxy-3-methylbut-1-ynyl)pyridin-4-yl)pyrazine-2-carboxamide NC=1C(=NC(=CN1)C1=CC(=C(C(=C1)C)N1CCN(CC1)C)C)C(=O)NC1=CC(=NC=C1)C#CC(C)(C)O